1-(2-(2,6-dioxopiperidin-3-yl)-1,3-dioxoisoindolin-4-yl)piperidin O=C1NC(CCC1N1C(C2=CC=CC(=C2C1=O)N1CCCCC1)=O)=O